perfluoro-7-methyloctyl-1,2-propylene oxide FC1(C(C(F)(F)F)(F)O1)C(C(C(C(C(C(C(C(F)(F)F)(C(F)(F)F)F)(F)F)(F)F)(F)F)(F)F)(F)F)(F)F